CC1(OB(OC1(C)C)C=1C=C(C=C2C=CNC12)N1C(C2=CC=CC(=C2C1)C(F)(F)F)=O)C 2-[7-(4,4,5,5-Tetramethyl-1,3,2-dioxaborolan-2-yl)-1H-indol-5-yl]-4-(trifluoromethyl)-3H-isoindol-1-one